COC1=CC=C(C=C1)N1NC=CC=C1 N-(4-methoxyphenyl)pyridazine